C(=O)O.CCOCCOCCOCCOCCCC(=O)N 3,6,9,12-tetraoxapentadecane-15-carboxamide formate